2-(3-chloro-5-(((4-(2-((6-(pyridazin-4-yl)-1H-indazol-4-yl)oxy)ethoxy)butyl)amino)methyl)phenyl)acetonitrile ClC=1C=C(C=C(C1)CNCCCCOCCOC1=C2C=NNC2=CC(=C1)C1=CN=NC=C1)CC#N